NN1C(=NC(=C1C(=O)N)C1=CC=C(C=C1)C(NC1=NC=CC=C1)=O)C1N(CCCC1)C(C=CC)=O 1-amino-2-(1-(but-2-enoyl)piperidin-2-yl)-4-(4-(pyridin-2-ylcarbamoyl)Phenyl)-1H-imidazole-5-carboxamide